FC=1C(=CC2=C(C(NC=3CNC[C@@H](C23)N(C(=O)C=2NC3=CC=CC(=C3C2)F)C)=O)C1)F |r| Racemic-N-(8,9-difluoro-6-oxo-1,2,3,4,5,6-hexahydrobenzo[c][1,7]naphthyridin-1-yl)-4-fluoro-N-methyl-1H-indole-2-carboxamide